C(C)OC(=O)C1=NNC=N1 1H-1,2,4-triazole-3-carboxylic acid ethyl ester